C(CCCCCCCCCCC)S/C(=C(/C(=O)[O-])\SCCCCCCCCCCCC)/C(=O)[O-].C(CCC)[Sn+2]CCCC dibutyltin bis(dodecylthio)maleate